C(=O)NNC(=O)C1(CCN(CC1)C(=O)OC(C)(C)C)CCC1=CC=CC=C1 tert-butyl 4-(2-formylhydrazine-1-carbonyl)-4-phenethylpiperidine-1-carboxylate